2-chloroethyl-5-(2-methoxyphenyl)thiophene ClCCC=1SC(=CC1)C1=C(C=CC=C1)OC